(E)-3-((3-(4-fluoro-3-phenoxyphenyl)allyl)thio)-5,5-dimethyl-4,5-dihydroisoxazole FC1=C(C=C(C=C1)/C=C/CSC1=NOC(C1)(C)C)OC1=CC=CC=C1